O[C@]1(CN(CCC1)C=1C2=C(N=C(N1)OCC1(CC1)CN1CCC(CC1)NC(C)=O)CN(C2)C(=O)C2=CC(=CC1=CC=CC(=C21)I)O)C (R)-N-(1-((1-(((4-(3-hydroxy-3-methylpiperidin-1-yl)-6-(3-hydroxy-8-iodo-1-naphthoyl)-6,7-dihydro-5H-pyrrolo[3,4-d]pyrimidin-2-yl)oxy)methyl)cyclopropyl)methyl)piperidin-4-yl)acetamide